C(#C)N1N=CC2=CC(=CC=C12)C=1N=NNC1 ethynyl-5-(1H-1,2,3-triazol-4-yl)-1H-indazole